FC1=C(C(=CC=C1)OC(C)C)CNC(=O)C=1C=C(C=NC1OC)C1=CC=C2C(=NNC2=C1)C(=O)NC 6-[5-({[2-fluoro-6-(propan-2-yloxy)phenyl]methyl}-carbamoyl)-6-methoxy-pyridin-3-yl]-N-methyl-1H-indazole-3-carboxamide